4-((R)-3-((cyclobutylmethyl)amino)piperidin-1-yl)-1-(1-(4-(5-(2-oxopyrrolidin-1-yl)pyridin-3-yl)-1H-1,2,3-triazol-1-yl)ethyl)pyridin-2(1H)-one C1(CCC1)CN[C@H]1CN(CCC1)C1=CC(N(C=C1)C(C)N1N=NC(=C1)C=1C=NC=C(C1)N1C(CCC1)=O)=O